(S)-Methyl 2-(8-(3-(2,6-difluoro-4-(phenylethynyl)phenyl)ureido)-5,6,7,8-tetrahydroisoquinolin-8-yl)acetate FC1=C(C(=CC(=C1)C#CC1=CC=CC=C1)F)NC(N[C@@]1(CCCC=2C=CN=CC12)CC(=O)OC)=O